N-[(6-Amino-2-pyridyl)sulfonyl]-5-(3-isobutoxy-5-methylphenyl)-2-(2,2,4-trimethylpyrrolidin-1-yl)pyridin-3-carboxamid NC1=CC=CC(=N1)S(=O)(=O)NC(=O)C=1C(=NC=C(C1)C1=CC(=CC(=C1)C)OCC(C)C)N1C(CC(C1)C)(C)C